C(C)OC(=O)C1(CN(CC1)CC1=C(C=CC=C1)F)C1=NC(=NC=C1C(OC)OC)Cl 3-(2-chloro-5-(dimethoxymethyl)pyrimidin-4-yl)-1-(2-fluorobenzyl)pyrrolidine-3-carboxylic acid ethyl ester